C(C)(=O)C1=CC(=C(C=C1)S(=O)(=O)N(CC1=CC=C(C=C1)OC)CC1=CC=C(C=C1)OC)F 4-acetyl-2-fluoro-N,N-bis(4-methoxybenzyl)benzenesulfonamide